ClC1=C(C=C(C=C1)C1(NC(C2=CC=CC=C12)=O)O)S(=O)(=O)N 2-chloro-5-(1-hydroxy-3-oxo-2H-isoindol-1-yl)benzenesulfonamide